CN1N=CC2=CC=CC(=C12)NS(=O)(=O)C=1C=NNC1 N-(1-methylindazol-7-yl)pyrazole-4-sulfonamide